C1(=CC=C(C=C1)CN1C2=C(C=C1)SC=C2C(=O)O)C2=CC=CC=C2 4-([1,1'-biphenyl]-4-ylmethyl)-4H-thieno[3,2-b]pyrrole-3-carboxylic acid